NC1=NC(=CC=2N1C(NN2)=O)C2=CC=CC=C2 5-amino-7-phenyl-[1,2,4]triazolo[4,3-c]pyrimidin-3(2H)-one